3-(4-chloro-3-fluorophenyl)-5-(2-oxo-2-(pyrrolidin-1-yl)ethyl)thieno[2,3-d]pyridazin-4(5H)-one ClC1=C(C=C(C=C1)C1=CSC=2C=NN(C(C21)=O)CC(N2CCCC2)=O)F